NC1=NC=CC(=C1)C=1C=C2C(=NC=NC2=CC1)N1CCN(CC1)C(=O)C1=C(C=CC=C1)F (4-(6-(2-aminopyridin-4-yl)quinazolin-4-yl)piperazin-1-yl)(2-fluorophenyl)methanone